(2S,4S,6S)-2-methyl-6-(1-methyltriazol-4-yl)-4-spiro[chromane-4,1'-cyclopropane]-7-yl-piperidin-4-ol C[C@@H]1N[C@@H](C[C@](C1)(O)C1=CC=C2C(=C1)OCCC21CC1)C=1N=NN(C1)C